ClC=1C=CC(=C(C1)S(=O)(=O)NC1=CC=C(C=C1)C1=NC(=C2C(=N1)NN=C2C)OC2CCNCC2)F 5-chloro-2-fluoro-N-{4-[3-methyl-4-(piperidin-4-yloxy)-1H-pyrazolo[3,4-d]pyrimidin-6-yl]phenyl}benzenesulfonamide